((2R,3S,5R)-5-(6-amino-2-fluoro-9H-purin-9-yl)-2-ethynyl-3-hydroxytetrahydrofuran-2-yl)methyl trans-4-(tert-butyl)cyclohexane-1-carboxylate C(C)(C)(C)[C@@H]1CC[C@H](CC1)C(=O)OC[C@]1(O[C@H](C[C@@H]1O)N1C2=NC(=NC(=C2N=C1)N)F)C#C